4-((3-(5-fluoropyrimidin-2-yl)-2-methoxyphenyl)amino)-6-((5-(2-hydroxypropan-2-yl)pyridin-2-yl)Amino)-N-(methyl-d3)nicotinamide FC=1C=NC(=NC1)C=1C(=C(C=CC1)NC1=CC(=NC=C1C(=O)NC([2H])([2H])[2H])NC1=NC=C(C=C1)C(C)(C)O)OC